(2s,3r)-2-hydroxy-3-(2-methyl-2-(4-phenyl-1H-pyrazol-1-yl)propanamido)-4-phenyl-N-(pyridin-2-ylmethyl)butanamide O[C@H](C(=O)NCC1=NC=CC=C1)[C@@H](CC1=CC=CC=C1)NC(C(C)(N1N=CC(=C1)C1=CC=CC=C1)C)=O